2-(2-fluoropyridin-3-yl)acetonitrile FC1=NC=CC=C1CC#N